N-(1-cyano-3-methoxypropyl)-4-(3H-imidazo[4,5-b]pyridin-7-yl)-1H-pyrazole-1-carboxamide C(#N)C(CCOC)NC(=O)N1N=CC(=C1)C1=C2C(=NC=C1)NC=N2